5-chloro-N-((1r,4r)-4-((3-(6-(2-hydroxy-2-methylpropoxy)pyridin-3-yl)-2-oxo-2,3-dihydro-1H-benzo[d]imidazol-1-yl)methyl)cyclohexyl)-2-methylnicotinamide ClC=1C=NC(=C(C(=O)NC2CCC(CC2)CN2C(N(C3=C2C=CC=C3)C=3C=NC(=CC3)OCC(C)(C)O)=O)C1)C